6-heneicosen-11-ol CCCCCC=CCCCC(CCCCCCCCCC)O